1-[4-(triethoxysilyl)butyl]-3,3'-pentamethylenebis(5-amino-1,2,4-triazole) C(C)O[Si](CCCCC(CCCCC1=NNC(=N1)N)C1=NNC(=N1)N)(OCC)OCC